(benzofuran-3-yl)-1-(R)-(pyridine-3-sulfonylamino)ethylboronic acid O1C=C(C2=C1C=CC=C2)C[C@H](NS(=O)(=O)C=2C=NC=CC2)B(O)O